2-(3-iodopyrazolo[1,5-a]pyridin-6-yl)-2-methyl-propionitrile IC=1C=NN2C1C=CC(=C2)C(C#N)(C)C